C(CCCCCO)O 1,6-Hexylenglycol